BrC=1C(=C(C=CC1)NC(=O)NC1=C(C(=CC=C1)C(F)(F)F)S)CO 1-(3-bromo-2-hydroxymethylphenyl)-3-(3-trifluoromethyl-sulphanylphenyl)urea